[C].[C].BrC1=C(C=C(CO[Si](C)(C)C(C)(C)C)C=C1)OCC#C ((4-bromo-3-(prop-2-yn-1-yloxy)benzyl)oxy)(tert-butyl)dimethylsilane Carbon Carbon